NC[C@@H]1CC[C@H](CC1)CN1C(=NC2=C(N=NC(=C21)OC(C)C)N)CCCC 3-[[trans-4-(aminomethyl)cyclohexyl]methyl]-2-butyl-4-propan-2-yloxyimidazo[4,5-d]pyridazin-7-amine